FC(OC=1C=C(C=CC1F)[C@H]1[C@@H](C1)C=1C=NC(=NC1)C1=NC=CC=N1)F trans-5-(2-(3-(Difluoromethoxy)-4-fluorophenyl)cyclopropyl)-2,2'-bipyrimidine